CC=1SC(=C(N1)C(=O)OCC)NS(=O)(=O)C ethyl 2-methyl-5-(methylsulfonamido)thiazole-4-carboxylate